2-(2-tert-butoxy-2-oxo-ethoxy)acetic acid C(C)(C)(C)OC(COCC(=O)O)=O